(S)-4-(4-chlorophenyl)-6-(3-fluoropyrrolidin-1-yl)-2-(pyridin-3-yl)pyrimidine ClC1=CC=C(C=C1)C1=NC(=NC(=C1)N1C[C@H](CC1)F)C=1C=NC=CC1